C(C1=CC=CC=C1)OC1=CC(=C(C(=C1N(C(C(F)(F)F)=O)CC(=O)OC)F)C[C@@H](C=C)NC(=O)OC(C)(C)C)C=C methyl {[6-(benzyloxy)-3-{(2S)-2-[(tert-butoxycarbonyl)amino]but-3-en-1-yl}-4-ethenyl-2-fluorophenyl](trifluoroacetyl)amino}acetate